C(CCCCC(=O)O)(=O)O.C(CO)O Ethylene glycol e-Adipate